6-{2-[(tert-butyldiphenylsilyl)oxy]-1-[(3S)-3-methylpiperidin-1-yl]ethyl}-4-(methylsulfanyl)-2,3-dihydroisoindol-1-one [Si](C1=CC=CC=C1)(C1=CC=CC=C1)(C(C)(C)C)OCC(N1C[C@H](CCC1)C)C1=CC(=C2CNC(C2=C1)=O)SC